N1=CC(=CC=C1)N1CC(C1)CC=O 2-(1-pyridin-3-yl-azetidin-3-yl)-ethanone